BrC1=CNC2=CC=C(C=C12)CC#N 2-(3-Bromo-1H-indol-5-yl)acetonitrile